2-(4-Nitrophenyl)acetate [N+](=O)([O-])C1=CC=C(C=C1)CC(=O)[O-]